CC1=C(C=CC(=N1)NCCOC1=C(C=CC=C1)CC(=O)N)C=1C=C2CC(NC2=CC1)=O 2-(2-(2-((6-methyl-5-(2-oxoindolin-5-yl)pyridin-2-yl)amino)ethoxy)phenyl)acetamide